CS(=O)(=O)[O-].CC=1NC=C[NH+]1 methylimidazolium methansulfonat